CC=1C=C(C=C2C=NNC12)C[C@H](C(=O)N1CCC(CC1)N1CCN(CC1)C)NC(=O)N1CCC(CC1)C1=CC2=C(NC1=O)SCCC2 (R)-N-(3-(7-methyl-1H-indazol-5-yl)-1-(4-(4-methylpiperazin-1-yl)piperidin-1-yl)-1-oxopropan-2-yl)-4-(7-oxo-3,4,7,8-tetrahydro-2H-thiopyrano[2,3-b]pyridin-6-yl)piperidine-1-carboxamide